C1(=CC(=CC=C1)[NH-])[NH-] meta-phenylenediamide